benzyl (2-(2-chloro-6-(3,4-difluorophenyl)pyridin-4-yl)propan-2-yl)carbamate ClC1=NC(=CC(=C1)C(C)(C)NC(OCC1=CC=CC=C1)=O)C1=CC(=C(C=C1)F)F